7-(Dimethoxymethyl)-1-ethyl-5-methyl-1,2,3,4-tetrahydro-1,8-naphthyridine COC(C1=CC(=C2CCCN(C2=N1)CC)C)OC